bromophenylsulfonyl fluoride BrC1=C(C=CC=C1)S(=O)(=O)F